C1(=CC=CC=C1)N(OCC=C)C1=CC=CC=C1 N,N-diphenyl-O-allyl-hydroxylamine